2,2,2-trifluoroethoxide FC(C[O-])(F)F